FC1=C(C(=CC=C1)OC)C=1C=C2/C(/C(NC2=CC1)=O)=C(\C)/NC1=C(C=C2CCNCC2=C1)OC (Z)-5-(2-Fluoro-6-methoxyphenyl)-3-(1-((6-methoxy-1,2,3,4-tetrahydroisoquinolin-7-yl)amino)ethylidene)indolin-2-one